C1OCC12CCC(CC2)N2CCC=1C=C(C=NC1C2)C(=O)OCC ethyl 7-(2-oxaspiro[3.5]nonan-7-yl)-5,6,7,8-tetrahydro-1,7-naphthyridine-3-carboxylate